FC1=C(C(=CC(=C1)OC)F)N1C(=NC(=C1)C(=O)N1CCNCC1)NC(C1=CC=C(C=C1)OC(F)F)=O N-[1-(2,6-Difluoro-4-methoxyphenyl)-4-(piperazine-1-carbonyl)-1H-imidazol-2-yl]-4-(difluoromethoxy)benzamide